5-(2,2,2-trifluoro-1-methyl-ethyl)-1h-pyrazolo[3,4-b]pyridine-3-carboxylic acid FC(C(C)C=1C=C2C(=NC1)NN=C2C(=O)O)(F)F